1-([4-(2-hydroxypropan-2-yl)furan-2-yl]sulfonyl)urea OC(C)(C)C=1C=C(OC1)S(=O)(=O)NC(=O)N